2-{[3-Ethyl-4-(4-methylpiperazin-1-yl)phenyl]amino}-5-ethynyl-8-phenylpyrido[2,3-d]pyrimidin-7-one C(C)C=1C=C(C=CC1N1CCN(CC1)C)NC=1N=CC2=C(N1)N(C(C=C2C#C)=O)C2=CC=CC=C2